1-(3,4-Dimethoxyphenyl)-4,4-bis(ethylsulfanyl)-3-(trifluoromethyl)but-3-en-1-one COC=1C=C(C=CC1OC)C(CC(=C(SCC)SCC)C(F)(F)F)=O